FC1=CC=C(C=N1)C(=O)OC methyl 6-fluoropyridine-3-carboxylate